FC=1C=C(C=C(C1O)C=O)NC(=O)NC1=CC=C(C=C1)F 1-(3-fluoro-5-formyl-4-hydroxyphenyl)-3-(4-fluorophenyl)urea